NC1=CC=C(C(=N1)C(C)(C)O)Br 2-(6-amino-3-bromopyridin-2-yl)propan-2-ol